[2-(methoxymethyl)phenyl]boronic acid COCC1=C(C=CC=C1)B(O)O